BrC1=CC=C(C=C1)[C@H]1[C@@]([C@H](CCC1)C(NC1=CC=C(C=C1)C(F)(F)F)=O)(C(=O)OC)F |r| rac-methyl (1R,2S,6R)-2-(4-bromophenyl)-1-fluoro-6-((4-(trifluoromethyl)phenyl)carbamoyl)cyclohexane-1-carboxylate